(3S)-5-bromo-2-oxo-spiro[1H-pyrrolo[2,3-b]pyridine-3,6'-5,7-dihydrocyclopenta[b]pyridine]-3'-carboxylic acid BrC=1C=C2C(=NC1)NC([C@]21CC=2C(=NC=C(C2)C(=O)O)C1)=O